6-chloro-N-[(3R,5S)-5-fluoro-1-methyl-3-piperidyl]-5-methyl-1,2,4-triazin-3-amine ClC1=C(N=C(N=N1)N[C@H]1CN(C[C@H](C1)F)C)C